O(CC(=O)O)CC(=O)O 2,2'-oxybis(acetic acid)